S1C2=C(C=C1)C(CCC2)=O 6,7-dihydrobenzo-[b]thiophen-4(5H)-one